C(C(=C)C)(=O)OCC[N+](CCCC)(CCCC)CCCC (2-methacryloyloxyethyl)tributylammonium